FC1=C(C(=O)ONC(C2=C(C=C(C=C2)C=2N(C=C(N2)C(F)(F)F)C)C)=N)C=CC(=C1)OC N-((2-fluoro-4-methoxybenzoyl)oxy)-2-methyl-4-(1-methyl-4-(trifluoromethyl)-1H-imidazol-2-yl)benzimidamide